ClC=1C(=NC(=NC1)N1CCC(CC1)OC1=CC=C2C(=NN(C2=C1)C)N1C(NC(CC1)=O)=O)NC=1C=C2C=C(C(N(C2=CC1)C)=O)OCC(=O)NC 2-[[6-[[5-chloro-2-[4-[3-(2,4-dioxohexahydropyrimidin-1-yl)-1-methyl-indazol-6-yl]oxy-1-piperidyl]pyrimidin-4-yl]amino]-1-methyl-2-oxo-3-quinolyl]oxy]-N-methyl-acetamide